6-((1R,2R)-2-(5-Fluoropyridin-2-yl)cyclobutyl)-4-oxo-1-((R)-1-(6-(trifluoromethyl)pyridin-3-yl)ethyl)-4,5-dihydro-1H-pyrazolo[3,4-d]pyrimidin-3-carbonitril FC=1C=CC(=NC1)[C@H]1[C@@H](CC1)C=1NC(C2=C(N1)N(N=C2C#N)[C@H](C)C=2C=NC(=CC2)C(F)(F)F)=O